6-methoxy-benzoxazolin-2-one COC1=CC2=C(NC(O2)=O)C=C1